BrCCCCC(=O)NC1CN(CCOC1)C(=O)OC(C)(C)C tert-Butyl 6-(5-bromopentanamido)-1,4-oxazepane-4-carboxylate